ClC=1C=C(C=CC1)C([C@@H](C1=CC=CC=C1)N(C(O)=O)[C@H](C(=O)N[C@H](CO)C[C@H]1C(NCC1)=O)CCCC)(F)F.C1(CCCCC1)C[Si](OCC)(OCC)OCC cyclohexylmethyltriethoxysilane (R)-2-(3-chlorophenyl)-2,2-difluoro-1-phenylethyl-((S)-1-(((S)-1-hydroxy-3-((S)-2-oxopyrrolidin-3-yl)propan-2-yl)amino)-1-oxohexan-2-yl)carbamate